FC1=C(C=CC(=C1)F)C1=CC(=CC=C1)NC1=NC=NC2=CC(=C(C=C12)NC(C=C)=O)OCCN1CC(CC1)(F)F N-(4-((2',4'-difluoro-[1,1'-biphenyl]-3-yl)amino)-7-(2-(3,3-difluoropyrrolidin-1-yl)ethoxy)quinazolin-6-yl)acrylamide